2-chlorobenzaldehyde oxime ClC1=C(C=NO)C=CC=C1